methyl-(1-((dimethylamino)methyl)4-hydroxy-7-phenoxyisoquinoline-3-carboxamide) acetate C(C)(=O)O.CC1=C2C(=C(N=C(C2=CC(=C1)OC1=CC=CC=C1)CN(C)C)C(=O)N)O